C(CCCCCCCC=C)O 9-DECEN-1-OL